[(3S)-5-oxopyrrolidin-3-yl]4-(3-bromopyrazolo[1,5-a]pyrimidin-5-yl)piperazine-1-carboxylate O=C1C[C@@H](CN1)OC(=O)N1CCN(CC1)C1=NC=2N(C=C1)N=CC2Br